NC1=NN(C=C1C=O)C 3-AMINO-1-METHYL-1H-PYRAZOLE-4-CARBALDEHYDE